CC(C(=O)OCC)CC=C ETHYL 2-METHYL-4-PENTENOATE